(4-chlorothiophen-2-yl)-3-(1H-pyrazolo[3,4-b]pyridin-1-yl)-10-(trifluoromethyl)-3,4-dihydro-2H,6H-[1,4]thiazepino[2,3,4-ij]quinazolin-6-one ClC=1C=C(SC1)C1C(CN2C(N=CC3=CC(=CC(=C23)S1)C(F)(F)F)=O)N1N=CC=2C1=NC=CC2